2-methyl-5-(1,2,3,6-tetrahydropyridin-4-yl)-4-((6-(trifluoromethyl)pyridin-3-yl)oxy)pyrimidine CC1=NC=C(C(=N1)OC=1C=NC(=CC1)C(F)(F)F)C=1CCNCC1